(4R)-4-[3-[3-[[2-Fluoro-4-(trifluoromethyl)phenyl]methyl-methyl-amino]azetidin-1-yl]-3-oxo-propyl]oxazolidin-2-one FC1=C(C=CC(=C1)C(F)(F)F)CN(C1CN(C1)C(CC[C@H]1NC(OC1)=O)=O)C